n-docosyl octyl ether C(CCCCCCC)OCCCCCCCCCCCCCCCCCCCCCC